(3',5'-dimethoxy-[1,1'-biphenyl]-2-yl)(3-methoxy-4-(4-methyl-1H-imidazol-1-yl)phenyl)methanone COC=1C=C(C=C(C1)OC)C1=C(C=CC=C1)C(=O)C1=CC(=C(C=C1)N1C=NC(=C1)C)OC